O1C=C(C2=C1C=CC=C2)C2=CC=C1C(CCN(C1=C2)C)NC(O[C@@H]2CN1CCC2CC1)=O (S)-quinuclidin-3-yl (7-(benzofuran-3-yl)-1-methyl-1,2,3,4-tetrahydroquinolin-4-yl)carbamate